Trans-4-azidocyclohexane-1-amine hydrochloride Cl.N(=[N+]=[N-])[C@@H]1CC[C@H](CC1)N